tert-Butyl (S)-4-(7-(4-cyanopyridin-2-yl)-5-(pyridin-3-yl)-7H-pyrrolo[2,3-d]pyrimidin-4-yl)-3-methylpiperazine-1-carboxylate C(#N)C1=CC(=NC=C1)N1C=C(C2=C1N=CN=C2N2[C@H](CN(CC2)C(=O)OC(C)(C)C)C)C=2C=NC=CC2